2-[3-Cyclopropyl-5-(trifluoromethyl)pyrazol-1-yl]-1-[(2S,3S)-2-(2-chloro-5-fluoro-3-methyl-phenyl)-3-(4-methylpiperazin-1-yl)pyrrolidin-1-yl]ethanone C1(CC1)C1=NN(C(=C1)C(F)(F)F)CC(=O)N1[C@H]([C@H](CC1)N1CCN(CC1)C)C1=C(C(=CC(=C1)F)C)Cl